[C@H]1([C@@H](O)[C@@H](O)[C@H](O)[C@H](O1)CO)OCCNC([C@H](CCC(=O)NCCO[C@@H]1[C@@H](O)[C@@H](O)[C@H](O)[C@H](O1)CO)NC(CCCNC(OCC1=CC=CC=C1)=O)=O)=O Benzyl (S)-(4-{[1,5-bis({2-[(α-D-mannopyranosyl)oxy]ethyl}amino)-1,5-dioxopentan-2-yl]amino}-4-oxobutyl)carbamate